COC1=C(C(=NC=C1)NC1=NC=NC(=C1)N)SC N4-(4-methoxy-3-(methylthio)pyridin-2-yl)pyrimidine-4,6-diamine